(S)-N-((S)-1-(4-((7-amino-5-butoxy-1H-pyrazolo[4,3-d]pyrimidin-3-yl)methyl)-3-methoxybenzyl)pyrrolidin-3-yl)-2-cyclopropyl-2-hydroxyacetamide NC=1C2=C(N=C(N1)OCCCC)C(=NN2)CC2=C(C=C(CN1C[C@H](CC1)NC([C@@H](O)C1CC1)=O)C=C2)OC